OC(CC1=NNC(O1)=O)CNC1=C(C=C(C=C1CC)CC)CC 5-[2-hydroxy-3-(2,4,6-triethylphenylamino)propyl]-1,3,4-oxadiazol-2(3H)-one